BrC=1C(=NN2C1N=CC=C2C(=O)NC2CC1=CC=CC=C1C2)CNC 3-Bromo-N-indan-2-yl-2-(methylaminomethyl)pyrazolo[1,5-a]pyrimidine-7-carboxamide